di(ethylhexyl) phosphate P(=O)(OC(CCCCC)CC)(OC(CCCCC)CC)[O-]